(10-hydroxy-9-oxa-1-aza-anthracene-6-yl) propionate C(CC)(=O)OC=1C=C2C(C=3C=CC=NC3OC2=CC1)O